Diethyl(2-((4-((4-([1,2,4]triazolo[1,5-a]pyridin-7-yloxy)-2-(methoxy-d3)-5-methylphenyl)amino)-7-methoxyquinazolin-6-yl)amino)-1-fluoro-2-oxoethyl)phosphonate C(C)OP(OCC)(=O)C(C(=O)NC=1C=C2C(=NC=NC2=CC1OC)NC1=C(C=C(C(=C1)C)OC1=CC=2N(C=C1)N=CN2)OC([2H])([2H])[2H])F